FC[C@H](C)OC1=CC=2N(C=C1C(=O)OC)C=C(N2)C21COC(C2)(C1)C methyl (S)-7-((1-fluoropropan-2-yl)oxy)-2-(1-methyl-2-oxabicyclo[2.1.1]hexan-4-yl)imidazo[1,2-a]pyridine-6-carboxylate